BrC(C(=O)C1=CC=CC=C1)OC1=CC(=NC=C1)Cl 2-bromo-2-((2-chloropyridin-4-yl)oxy)-1-phenylethan-1-one